N-(1-(2-isopropylnaphthalen-1-yl)cyclopropyl)-2-methyl-5-((1-methylazetidin-2-yl)methoxy)benzamide C(C)(C)C1=C(C2=CC=CC=C2C=C1)C1(CC1)NC(C1=C(C=CC(=C1)OCC1N(CC1)C)C)=O